CC1(CC(N(O1)CC1=CC=C(C=C1)C1=NOC(=N1)C(F)(F)F)=O)C 5,5-dimethyl-2-[[4-[5-(trifluoromethyl)-1,2,4-oxa-diazol-3-yl]phenyl]methyl]isoxazolidin-3-one